2,3-difluoro-4-iodo-N-methyl-6-nitroaniline FC1=C(NC)C(=CC(=C1F)I)[N+](=O)[O-]